methyl (Z)-2-((tert-butoxycarbonyl)amino)-3-(7-(4-(ethoxymethyl)-2,6-dimethoxyphenyl)-1-methyl-1H-indazol-4-yl)acrylate C(C)(C)(C)OC(=O)N\C(\C(=O)OC)=C/C1=C2C=NN(C2=C(C=C1)C1=C(C=C(C=C1OC)COCC)OC)C